CC1=C(C(=C(C(=O)OC2(CCC(CC2)(C)CO)C(F)(F)F)C(=C1)N1CC(C(CC1)(F)F)C)C)N 4-(hydroxymethyl)-4-methyl-1-(trifluoromethyl)cyclohexanol methyl-3-amino-6-(4,4-difluoro-3-methylpiperidin-1-yl)-2-methylbenzoate